C1(CCCCC1)[C@@H](C)N (R)-1-cyclohexylethanamine